peroxy sulfate S1(=O)(=O)OOOO1